ClC=1C=C2C(=C(NC2=CC1Cl)C1=NN=C(N1)C(F)(F)F)C=1C=NNC1 5,6-dichloro-3-(1H-pyrazol-4-yl)-2-(5-(trifluoromethyl)-4H-1,2,4-triazol-3-yl)-1H-indole